3-(2-((4-(2-(4-chloro-2-fluorophenyl)-2-methylbenzo[d][1,3]dioxol-4-yl)piperidin-1-yl)methyl)-1-(2-(difluoromethoxy)ethyl)-1H-imidazol-5-yl)propanoic acid ClC1=CC(=C(C=C1)C1(OC2=C(O1)C=CC=C2C2CCN(CC2)CC=2N(C(=CN2)CCC(=O)O)CCOC(F)F)C)F